[Na].FC1=C(C=CC(=C1)F)C=1C(=NN2C1N=C(C=C2O)C2=CC=C(C=C2)[N+](=O)[O-])C 3-(2,4-difluorophenyl)-2-methyl-5-(4-nitrophenyl)pyrazolo[1,5-a]pyrimidin-7-ol sodium